OC1CCN(CC1)C(=O)N1CCC(CC1)=C(C#N)C1=CC=C(C=C1)C(F)(F)F 2-(1-(4-hydroxypiperidine-1-carbonyl)piperidin-4-ylidene)-2-(4-(trifluoromethyl)phenyl)acetonitrile